FC(C=1C=CC=2N(C1)N=C(C2)NC(C)=O)(F)F N-[6-(trifluoromethyl)pyrazolo[1,5-a]pyridin-2-yl]acetamide